O1C(=CCC1)C=1C=C(C=C(C1)OC)NCCCCCCN1[C@@H]([C@H]([C@@H]([C@H](C1)O)O)O)CO (2R,3R,4R,5S)-1-(6-{[3-(4,5-dihydrofuran-2-yl)-5-methoxyphenyl]amino}hexyl)-2-(hydroxymethyl)piperidine-3,4,5-triol